C(#N)C1=CN=C(S1)N1CCC(=CC1)C=1C(=CC(=C(C1)NC(=O)C1=CNC(C=C1C(F)F)=O)N1C[C@H](N([C@H](C1)C)C)C)F N-[5-[1-(5-cyano-1,3-thiazol-2-yl)-3,6-dihydro-2H-pyridin-4-yl]-4-fluoro-2-[(3R,5S)-3,4,5-trimethylpiperazin-1-yl]phenyl]-4-(difluoromethyl)-6-oxo-1H-pyridine-3-carboxamide